N1(CCCCC1)N1C(NC=C1)=O piperidino-dihydro-imidazolone